(3S,4S) or (3R,4R)-4-(6-chloro-2-{[5-chloro-1-(1-methylcyclopropyl)-1H-pyrazol-4-yl]amino}quinazolin-7-yl)-1-methylpiperidin-3-ol ClC=1C=C2C=NC(=NC2=CC1[C@H]1[C@@H](CN(CC1)C)O)NC=1C=NN(C1Cl)C1(CC1)C |o1:11,12|